((3-Chloropyridin-2-yl)amino)-3-((6-fluoro-2-methyl-1,2,3,4-tetrahydroisoquinolin-7-yl)amino)-1,2,4-triazine-6-carboxamide ClC=1C(=NC=CC1)NC=1N=C(N=NC1C(=O)N)NC1=C(C=C2CCN(CC2=C1)C)F